tert-butyl (2S,3S)-3-((cyclopropylsulfonyl)amino)-2-((2,3',5'-trifluoro[biphenyl]-3-yl)methyl)pyrrolidine-1-carboxylate C1(CC1)S(=O)(=O)N[C@@H]1[C@@H](N(CC1)C(=O)OC(C)(C)C)CC=1C(=C(C=CC1)C1=CC(=CC(=C1)F)F)F